N1(C=NC=2C1=C1C(=NC2)NC=C1)N1CCC2(CC2C#N)CC1 6-(imidazo[4,5-d]pyrrolo[2,3-b]pyridine-1(6H)-yl)-6-azaspiro[2.5]octane-1-carbonitrile